C(#N)[C@]1(COCC2=C(C=C(C=C12)C(=O)O)F)C (S)-4-cyano-8-fluoro-4-methylisochromane-6-carboxylic acid